(2,6-dioxopiperidin-3-yl)-1,3-dioxoisoindoline-5-carboxylic acid O=C1NC(CCC1N1C(C2=CC=C(C=C2C1=O)C(=O)O)=O)=O